[O-]CC.[Sn+4].[O-]CC.[O-]CC.[O-]CC tin (IV) ethoxide